C(=O)(OC(C)(C)C)N1[C@@H](CC[C@@H]1C)C(=O)O (2S,5S)-N-Boc-5-methylpyrrolidine-2-formic acid